N1N=NN=C1C\C=C/1\C[C@@H]2C[C@H](N(C[C@@H]2CC1)C(=O)OCC1=CC=CC=C1)C(=O)OCC 2-benzyl 3-ethyl (3S,4aR,6E,8aR)-6-[2-(1H-1,2,3,4-tetrazol-5-yl)ethylidene]-decahydroisoquinoline-2,3-dicarboxylate